O=C1NCC2(C3=C1C=C(N3)C3=CC(=NC=C3)C=3C=NC(=CC3)N3CCN(CC3)C(=O)OC(C)(C)C)CC2 Tert-butyl 4-(4-(4'-oxo-1',4',5',6'-tetrahydrospiro[cyclopropane-1,7'-pyrrolo[3,2-c]pyridin]-2'-yl)-[2,3'-bipyridin]-6'-yl)piperazine-1-carboxylate